2-bromothiazole-5-nitrile BrC=1SC(=CN1)C#N